C1(CCCCC1)C=1C=C(C(=CC1C)O)C(C1=CC(=C(C=C1)O)O)C1=CC(=C(C=C1O)C)C1CCCCC1 bis(3-cyclohexyl-6-hydroxy-4-methylphenyl)-3,4-dihydroxyphenyl-methane